N-(3-(N-(4-bromophenyl)-N-methylsulfamoyl)phenyl)-N-methyloxazole-2-carboxamide BrC1=CC=C(C=C1)N(S(=O)(=O)C=1C=C(C=CC1)N(C(=O)C=1OC=CN1)C)C